C(C=C)(=O)N1C[C@@H]2COC3=C(C(N2CC1)=O)C(=NC(=C3Cl)C3=C(C=CC=C3O)F)N3C(C[C@@H](C3)OC)(C)C (6aR)-8-acryloyl-4-chloro-3-(2-fluoro-6-hydroxyphenyl)-1-((S)-4-methoxy-2,2-dimethylpyrrolidin-1-yl)-6,6a,7,8,9,10-hexahydro-12H-pyrazino[2,1-c]pyrido[3,4-f][1,4]oxazepin-12-one